5-Ethylsulfanyl-1-fluoro-3-methyl-2-nitro-benzene C(C)SC=1C=C(C(=C(C1)F)[N+](=O)[O-])C